7-((1H-Imidazol-1-yl)methyl)-2-(6,7-dimethoxyquinazolin-4-yl)-5-(1-methyl-3-(trifluoromethyl)-1H-pyrazol-4-yl)-3,4-dihydroisoquinolin-1(2H)-one N1(C=NC=C1)CC1=CC(=C2CCN(C(C2=C1)=O)C1=NC=NC2=CC(=C(C=C12)OC)OC)C=1C(=NN(C1)C)C(F)(F)F